(2R,3R,4R,5S)-2-(hydroxymethyl)-1-(((1r,4R)-4-(trifluoromethyl)cyclohexyl)methyl)piperidine-3,4,5-triol OC[C@H]1N(C[C@@H]([C@H]([C@@H]1O)O)O)CC1CCC(CC1)C(F)(F)F